2-[5-ethylsulfonyl-6-[1-methyl-5-(trifluoromethylsulfonimidoyl)benzimidazol-2-yl]-3-pyridyl]pyrimidine-5-carbonitrile C(C)S(=O)(=O)C=1C=C(C=NC1C1=NC2=C(N1C)C=CC(=C2)S(=O)(=N)C(F)(F)F)C2=NC=C(C=N2)C#N